4-bromo-N1-(2-chloroethyl)-N1-methylbenzene-1,2-diamine BrC=1C=C(C(=CC1)N(C)CCCl)N